N-(6-hydrazino-4-methylpyridin-3-yl)methanesulfonamide N(N)C1=CC(=C(C=N1)NS(=O)(=O)C)C